N1C(CCC1)=O 2-pyrrolidinone